3-methyl-4-(1,4-dioxa-8-azaspiro[4.5]decan-8-yl)aniline CC=1C=C(N)C=CC1N1CCC2(OCCO2)CC1